3-[6-(difluoromethyl)-6-methyl-5-oxo-1,2,3,7-tetrahydropyrazolo[1,2-a]pyrazol-3-yl]-5-fluoro-benzonitrile FC(C1(C(N2N(C1)CCC2C=2C=C(C#N)C=C(C2)F)=O)C)F